NOC(=O)C(CO)CO 2-(aminocarboxy)propan-1,3-diol